P(OC1=C(C=C(C=C1)C(C)(C)C)C(C)(C)C)(OC1=C(C=C(C=C1)C(C)(C)C)C(C)(C)C)OC1=C(C=C(C=C1)C(C)(C)C)C(C)(C)C tri(2,4-di-t-butylphenyl) phosphite